tert-butyl 7-(2-{[6-(1-methanesulfonylcyclopropyl)pyridin-3-yl]amino}-5H,6H,7H,8H-pyrido[3,4-d]pyrimidin-7-yl)-8-methyl-1H,2H,3H-pyrido[2,3-b][1,4]oxazine-1-carboxylate CS(=O)(=O)C1(CC1)C1=CC=C(C=N1)NC=1N=CC2=C(N1)CN(CC2)C2=C(C1=C(OCCN1C(=O)OC(C)(C)C)N=C2)C